1-tetrahydropyran-2-yl-indazole-6-amine O1C(CCCC1)N1N=CC2=CC=C(C=C12)N